O1N=C(C=C1)CC(=O)N ISOXAZOLE-3-CARBOXYAMIDE